C(N)(=O)C1=C(C=C(C=C1)B(O)O)F 4-carbamoyl-3-fluoro-phenylboronic acid